BrC=1C=C(C=CC1)C[C@@H](C(=O)NC)NC(=O)C1=CC(=NN1CC1=CC(=CC=C1)I)C1=CC=CC=C1 (S)-N-(3-(3-bromophenyl)-1-(methylamino)-1-oxopropan-2-yl)-1-(3-iodobenzyl)-3-phenyl-1H-pyrazole-5-carboxamide